(R)-1-((4-(3-amino-4-chloro-1H-indazol-5-yl)-3-fluorophenyl)sulfonyl)pyrrolidin-3-ol NC1=NNC2=CC=C(C(=C12)Cl)C1=C(C=C(C=C1)S(=O)(=O)N1C[C@@H](CC1)O)F